(S)-4-((3-Chloro-2,4-difluorophenyl)(methyl)carbamoyl)-2-oxoimidazolidine-1-carboxylic acid tert-butyl ester C(C)(C)(C)OC(=O)N1C(N[C@@H](C1)C(N(C)C1=C(C(=C(C=C1)F)Cl)F)=O)=O